2-[6-amino-5-[8-[2-[3-(1-piperidyl)prop-1-ynyl]-4-pyridyl]-3,8-diazabicyclo[3.2.1]octan-3-yl]pyridazin-3-yl]phenol NC1=C(C=C(N=N1)C1=C(C=CC=C1)O)N1CC2CCC(C1)N2C2=CC(=NC=C2)C#CCN2CCCCC2